[N+](=O)([O-])C1=CC=C(C=C1)N1[C@@H](CCC(C1)C1=CC=C(C=C1)C(F)(F)F)CO ((2S)-1-(4-nitrophenyl)-5-(4-(trifluoromethyl)phenyl)piperidin-2-yl)methanol